FC1=C(C=C2C=NNC2=C1)N1C(CC(C(=C1C)C(=O)N)C1=CC=C(C=C1)C(F)(F)F)=O (6-fluoro-1H-indazol-5-yl)-6-methyl-2-oxo-4-[4-(trifluoromethyl)phenyl]-3,4-dihydro-1H-pyridine-5-carboxamide